ClC=1C=C(C=C(C1)COC)[C@@H](CN(C)C)N1C(C=C(C=C1)C1=CNC2=NC=C(C=C21)N2CCOCC2)=O (S)-1-(1-(3-Chloro-5-(methoxymethyl)phenyl)-2-(dimethylamino)ethyl)-4-(5-morpholino-1H-pyrrolo[2,3-b]pyridin-3-yl)pyridin-2(1H)-one